methyl-1H-pyrazolo[3,4-b]Pyridine CN1N=CC=2C1=NC=CC2